1-bromo-2-chloro-4-(1,1-difluorooctyl)benzene BrC1=C(C=C(C=C1)C(CCCCCCC)(F)F)Cl